C(CCCC)C(C=C(C(=O)OCCC)C(=O)OCCC)CCCC di-n-propyl (2-n-pentylhexylidene)malonate